NON Diamino ether